1-(4,6-diamino-1,3,5-triazine-2-yl)guanidine NC1=NC(=NC(=N1)N)NC(=N)N